methyl 9-(2-chlorophenyl)-3-methyl-16-thia-2,4,5,8-tetraazatetracyclo[8.6.0.02,6.011,15]-hexadeca-1(10),3,5,8,11(15)-pentaene-13-carboxylate ClC1=C(C=CC=C1)C1=NCC2=NN=C(N2C=2SC=3CC(CC3C12)C(=O)OC)C